N-cyclopropyl-2-(difluoromethoxy)-6-methoxy-4-[7-[1-(2-oxa-6-azaspiro[3.3]heptan-6-yl)ethyl]imidazo[1,2-a]pyridin-3-yl]benzamide C1(CC1)NC(C1=C(C=C(C=C1OC)C1=CN=C2N1C=CC(=C2)C(C)N2CC1(COC1)C2)OC(F)F)=O